F[C@H]1CN(CC[C@H]1NC=1N=C(C2=C(N1)NC=C2C=2C=CC=1N(N2)C=CN1)NC)C N2-((3S,4R)-3-fluoro-1-methylpiperidin-4-yl)-5-(imidazo[1,2-b]pyridazin-6-yl)-N4-methyl-7H-pyrrolo[2,3-d]pyrimidine-2,4-diamine